6-methyl-2-Heptanone CC(CCCC(C)=O)C